BrC1=CC=C(C=C1)NC(=O)N1CCC(CC1)CC1=CN(C2=CC=CC=C12)C(=O)OC1=CC=CC=C1 phenyl 3-((1-((4-bromophenyl) carbamoyl) piperidin-4-yl) methyl)-1H-indole-1-carboxylate